FC1=CC=2C(N=C1)=CNN2 6-fluoro-2H-pyrazolo[4,3-b]pyridin